3-cyclopropoxy-2,5-difluorobenzonitrile C1(CC1)OC=1C(=C(C#N)C=C(C1)F)F